ClC1=CC(=C(C=C1)C1=NC(=CN2C1=NC(=C(C2=O)C)C)[C@H]2C[C@@H](O[C@H](C2)C)C=2C=NN(C2)C2CC2)F 9-(4-chloro-2-fluoro-phenyl)-7-[(2R,4R,6S)-2-(1-cyclopropylpyrazol-4-yl)-6-methyl-tetrahydropyran-4-yl]-2,3-dimethyl-pyrazino[1,2-a]pyrimidin-4-one